isobutyl 5-fluoro-3-(1-((1-(2-((4-(trifluoromethoxy)phenyl)sulfonamido)ethyl)piperidin-4-yl)methyl)-1H-1,2,3-triazol-4-yl)-1H-indole-2-carboxylate FC=1C=C2C(=C(NC2=CC1)C(=O)OCC(C)C)C=1N=NN(C1)CC1CCN(CC1)CCNS(=O)(=O)C1=CC=C(C=C1)OC(F)(F)F